C(C)OC(=O)C=1C(C(=C2N([C@H](CC3=CC(=C(C=C23)OC)OCCCOC)C(C)C)C1)F)=O (R)-1-fluoro-6-isopropyl-10-methoxy-9-(3-methoxypropoxy)-2-oxo-6,7-dihydro-2H-pyrido[2,1-a]isoquinoline-3-carboxylic acid ethyl ester